2-(3-methylisoxazol-4-yl)-N-[4-[3-(2-pyridyl)-1H-pyrrolo[3,2-b]pyridin-2-yl]-2-pyridyl]acetamide CC1=NOC=C1CC(=O)NC1=NC=CC(=C1)C1=C(C2=NC=CC=C2N1)C1=NC=CC=C1